NC=1C=C(C=CC1N)C1CC(N(C1)C)=O 4-(3,4-diaminophenyl)-1-methylpyrrolidin-2-one